C(CCCCCC)C1CCC(O1)=O 5-heptyldihydro-2(3H)-furanone